CC(C)(OC(NCCOCCOCC(NCCOCCOCC(=O)NCCCC[C@H](NC(=O)OCC1C2=CC=CC=C2C=2C=CC=CC12)C(=O)O)=O)=O)C N6-(2,2-dimethyl-4,13,22-trioxo-3,8,11,17,20-pentaoxa-5,14-diazadocosan-22-yl)-N2-{[(9H-fluoren-9-yl)methoxy]carbonyl}-L-lysine